ClC1=CC=C(C=C1)C1=C(N(N=N1)C)CN1N=CC(=CC1=O)N1CC(C1)OCC(F)(F)F 2-[[5-(4-chlorophenyl)-3-methyl-triazol-4-yl]methyl]-5-[3-(2,2,2-trifluoroethoxy)azetidin-1-yl]pyridazin-3-one